3-(2-Methylbut-3-en-2-yl)-1H-indol-4-ol CC(C)(C=C)C1=CNC=2C=CC=C(C12)O